4-amino-N-ethyl-7-fluoro-1,3-dimethyl-N-((5-(trifluoromethyl)-2-pyridinyl)methyl)-1H-pyrazolo[4,3-c]quinoline-8-carboxamide NC1=NC=2C=C(C(=CC2C2=C1C(=NN2C)C)C(=O)N(CC2=NC=C(C=C2)C(F)(F)F)CC)F